C(#N)C=1C=C(C(=NC1)OC)C1=C(C=NC(=C1)C)C(=O)O 5-cyano-2-methoxy-6'-methyl-[3,4'-bipyridine]-3'-carboxylic acid